S(=O)(=O)(O)CCCSC(N(C)C)=S N,N-dimethyl-dithiocarbamic acid (3-sulfopropyl)ester